NC=1C=NN(C1N)CCOC 4,5-Diamino-1-(2-methoxyethyl)pyrazole